5,7-dichloro-1H-benzo[d]imidazole ClC1=CC2=C(NC=N2)C(=C1)Cl